methyl 3-(2-bromoethyl)-2,6-dihydroxybenzoate BrCCC=1C(=C(C(=O)OC)C(=CC1)O)O